[C@@H]12N(C[C@@H](NC1)C2)C(C(C)(C)OC2=CC(=CC=C2)C2CN(CCC2)C(=O)C=2C=C(C=CC2)C2=CC(=C(C=C2)F)F)=O 1-((1S,4S)-2,5-diazabicyclo[2.2.1]heptane-2-yl)-2-(3-(1-(3',4'-difluoro-[1,1'-biphenyl]-3-carbonyl)piperidin-3-yl)phenoxy)-2-methylpropan-1-one